C(C)(C)C1=CC=C(C=C1)C=1N=C2N(C=CC=N2)C1CN1CC2CCC(C1)N2C(=O)C2=NC(=CC=C2)NC (3-{[2-(4-isopropylphenyl)imidazo[1,2-a]pyrimidin-3-yl]methyl}-3,8-diazabicyclo[3.2.1]oct-8-yl)[6-(methylamino)pyridin-2-yl]methanone